C(C)C(CN(C(=O)OC)C(C1=C(C(=O)OC)C=C(C=C1)Cl)C1=CC=CC=C1)CCCC methyl 2-(((2-ethylhexyl)(methoxycarbonyl)amino)(phenyl)methyl)-5-chlorobenzoate